1,2-dimethyl-3,5-cyclopentanedione CC1C(C(CC1=O)=O)C